(S)-2-(4-(1-((5-(2,4-dioxotetrahydropyrimidin-1(2H)-yl)pyridin-2-yl)methyl)piperidin-3-yl)phenyl)-2H-indazole-7-carboxamide O=C1N(CCC(N1)=O)C=1C=CC(=NC1)CN1C[C@@H](CCC1)C1=CC=C(C=C1)N1N=C2C(=CC=CC2=C1)C(=O)N